C1(CC1)[C@]1(C(N(C[C@H]1C(F)F)C=1C=2N(N=CC1)C=C(C2)C=2C=NN(C2)C)=O)C#N |r| rac-(3R,4S)-3-cyclopropyl-4-(difluoromethyl)-1-[6-(1-methylpyrazol-4-yl)pyrrolo[1,2-b]pyridazin-4-yl]-2-oxopyrrolidine-3-carbonitrile